ClC=1C=CC=C2C=CC(=NC12)N(C1=CC=C(C=C1)OC(F)(F)F)CCN1CCCC1 8-Chloro-N-(2-(pyrrolidin-1-yl)ethyl)-N-(4-(trifluoromethoxy)phenyl)chinolin-2-amin